tert-Butyl (R)-3-((R)-2-(hydroxymethyl)-4-methylpiperazin-1-yl)pyrrolidine-1-carboxylate OC[C@@H]1N(CCN(C1)C)[C@H]1CN(CC1)C(=O)OC(C)(C)C